C(=C)C1=C(C=CC=C1)NC1=C(C=CC=C1)C=C 2-ethenyl-N-(2-ethenylphenyl)benzenamine